C(C)O[Si](OCC)(OCC)CN1C2=C(CC1)C=CC=C2 1-(Triethoxysilylmethyl)-2,3-dihydrobenzo[b]pyrrol